[F].C[Si](OP1(=NP(=NP(=N1)(F)F)(F)F)F)(C)C trimethylsiloxypentafluorocyclotriphosphazene fluorine